C(CCCCCCC)[SiH](O[Si](C)(C)C)C 3-octyltetramethyldisiloxane